C(C1=CC=CC=C1)OC(=O)N1CC=2N=C(N=CC2CC1)SC 2-(methylthio)-5,8-dihydropyrido[3,4-d]Pyrimidine-7(6H)-carboxylic acid benzyl ester